O1CCN(CC1)CCO 2-morpholinoethanol